C(C1=CC=CC=C1)(C1=CC=CC=C1)N1C(CN(CC1C)C(=O)C=1C=C2C(N(C(C2=CC1)=O)C1C(NC(CC1)=O)=O)=O)C 5-(4-benzhydryl-3,5-dimethylpiperazine-1-carbonyl)-2-(2,6-dioxopiperidin-3-yl)isoindoline-1,3-dione